bithiophen S1C(=CC=C1)C=1SC=CC1